2-((4-((3S)-3-((6-(ethanesulfonamido)-3-Azabicyclo[3.1.0]hexan-3-yl)methyl)pyrrolidin-1-yl)pyrimidin-5-yl)oxy)-5-fluoro-N,N-diisopropyl-benzamide C(C)S(=O)(=O)NC1C2CN(CC12)C[C@H]1CN(CC1)C1=NC=NC=C1OC1=C(C(=O)N(C(C)C)C(C)C)C=C(C=C1)F